ethyl 4-amino-3-chloro-5-fluoro-6-(7-fluoro-1H-indol-6-yl)pyridin-2-carboxylate NC1=C(C(=NC(=C1F)C1=CC=C2C=CNC2=C1F)C(=O)OCC)Cl